4-(3-prop-2-ynoxycyclobutoxy)piperidine trifluoroacetate FC(C(=O)O)(F)F.C(C#C)OC1CC(C1)OC1CCNCC1